C(=O)C1=C(C=C(C=C1)OC)OC(C)=O acetic acid (2-formyl-5-methoxyphenyl) ester